(R)-2-methyl-N-((S)-1-(4-(((R)-tetrahydrofuran-3-yl)oxy)phenyl)ethyl)propane-2-sulfinamide CC(C)(C)[S@@](=O)N[C@@H](C)C1=CC=C(C=C1)O[C@H]1COCC1